OC1=C(C=CC=C1)C(C)NC(OC(C)(C)C)=O t-butyl (1-(2-hydroxyphenyl)ethyl)carbamate